ClC1=C(C=C(C=C1)F)C=1N(N=C2C=CC=C(C12)NC(C1=CC(=CC(=C1)C(F)(F)F)F)=O)CC1=CC=C(C=C1)OC N-(3-(2-chloro-5-fluorophenyl)-2-(4-methoxybenzyl)-2H-indazol-4-yl)-3-fluoro-5-(trifluoromethyl)benzamide